2,4-dihydropyrazolo[3',4':4,5]pyrrolo[3,2-b]pyridine-3-carboxylic acid methyl ester COC(=O)C=1NN=C2C1NC=1C2=NC=CC1